FC1=C(CN2C(N3C(C(=C2)C(=O)N[C@H]2[C@@H](CC2)O)=NC=C3)=O)C=CC(=C1)C=1C=NN(C1)C 6-(2-fluoro-4-(1-methyl-1H-pyrazol-4-yl)benzyl)-N-((1R,2R)-2-hydroxycyclobutyl)-5-oxo-5,6-dihydroimidazo[1,2-c]pyrimidine-8-carboxamide